COC1CC=C(CC1)C1=NNC=2N=CC=3C=CC(=CC3C21)C=2C=NN(C2)C 1-(4-methoxycyclohex-1-en-1-yl)-8-(1-methyl-1H-pyrazol-4-yl)-3H-pyrazolo[3,4-c]isoquinoline